4-(p-bromophenyl)-5-ethoxycarbonyl-6-methyl-3,4-dihydropyrimidin-2(1H)-one BrC1=CC=C(C=C1)C1NC(NC(=C1C(=O)OCC)C)=O